2-(2-((3R,4R)-3-amino-4-fluoropiperidin-1-yl)-5-(trifluoromethyl)-1H-benzo[d]imidazol-1-yl)-1-morpholinoethan-1-one N[C@@H]1CN(CC[C@H]1F)C1=NC2=C(N1CC(=O)N1CCOCC1)C=CC(=C2)C(F)(F)F